(4-(5-methyl-4-((2-(trimethylsilyl)ethoxy)methyl)-4H-1,2,4-triazol-3-yl)cyclohexyl)methanol CC=1N(C(=NN1)C1CCC(CC1)CO)COCC[Si](C)(C)C